1,2,3-thiadiazol-5-ylurea S1N=NC=C1NC(=O)N